tert-butyl (2S,6S)-4-[4-carbamoyl-3-[(8-fluoro-2-methyl-imidazo[1,2-a]pyridin-6-yl)amino]-1-tetrahydropyran-2-yl-indazol-6-yl]-2,6-dimethyl-piperazine-1-carboxylate C(N)(=O)C1=C2C(=NN(C2=CC(=C1)N1C[C@@H](N([C@H](C1)C)C(=O)OC(C)(C)C)C)C1OCCCC1)NC=1C=C(C=2N(C1)C=C(N2)C)F